C(CCC)Cl butyl chloride